(2,3-dichlorophenyl)-[5-methoxy-2-methyl-3-(2-morpholin-4-ylethyl)indol-1-yl]methanone ClC1=C(C=CC=C1Cl)C(=O)N1C(=C(C2=CC(=CC=C12)OC)CCN1CCOCC1)C